S(=O)(=O)([O-])OOS(=O)(=O)[O-].[Na+].[Na+] sodium peroxydisulfate salt